C(C1=CC=CC=C1)N1C=C(C=2C(=CC=CC12)C(=O)OC)C methyl 1-benzyl-3-methyl-1H-indole-4-carboxylate